1-(3-(1-((7-chloro-6-(2-methoxyethoxy)-2-methylquinazolin-4-yl)amino)ethyl)-2-Fluorophenyl)-1,1-difluoro-2-methylpropan-2-ol ClC1=C(C=C2C(=NC(=NC2=C1)C)NC(C)C=1C(=C(C=CC1)C(C(C)(O)C)(F)F)F)OCCOC